2-[(2,2-dimethylpyrrolidine-1-carbonyl)amino]-4-[[3-fluoro-2-methoxy-propyl]-[4-(5,6,7,8-tetrahydro-1,8-naphthyridin-2-yl)butyl]amino]butanoic acid CC1(N(CCC1)C(=O)NC(C(=O)O)CCN(CCCCC1=NC=2NCCCC2C=C1)CC(CF)OC)C